2-((3-(azidomethyl)cyclobutyl)methoxy)-6-bromopyridine N(=[N+]=[N-])CC1CC(C1)COC1=NC(=CC=C1)Br